2-[(tert-butylcarbamoyl)amino]-2-oxoethyl 2-[({4-oxo-5-phenyl-3H,4H-thieno[2,3-d]pyrimidin-2-yl}methyl)sulfanyl]acetate O=C1C2=C(N=C(N1)CSCC(=O)OCC(=O)NC(NC(C)(C)C)=O)SC=C2C2=CC=CC=C2